BrC1=C(C(=O)OC)C=CC(=C1)NC1=NN(C=C1C(N)=O)[C@H]1[C@@H](CCC1)C#N methyl 2-bromo-4-[[4-carbamoyl-1-(trans-2-cyanocyclopentyl)pyrazol-3-yl]amino]benzoate